OC(=O)C(F)(F)F.NCCCCCCN1CCN(CC1)C1=CC=C(C=C1)NC1=NC=C(C(=N1)NC1=C(C=CC=C1)S(=O)(=O)C(C)C)Cl N2-(4-(4-(6-aminohexyl)piperazin-1-yl)phenyl)-5-chloro-N4-(2-(isopropylsulfonyl)phenyl)pyrimidine-2,4-diamine TFA salt